N1(CCCCC1)CCOC1=CC=C(C=C1)C=O [4-[2-(1-piperidinyl)ethoxy]phenyl]methanone